N-[3-(1H-imidazol-1-yl)propyl]-6-methyl-4-[(1-methylcyclopropyl)amino]furo[2,3-d]pyrimidine-5-carboxamide N1(C=NC=C1)CCCNC(=O)C1=C(OC=2N=CN=C(C21)NC2(CC2)C)C